C(C)(=O)N1\C(\C(C2=CC=CC=C12)=O)=C/C1=NC2=CC=C(C=C2C=C1)C(=O)N1CCC(CC1)C(=O)OC(C)(C)C tert-butyl (Z)-1-(2-((1-acetyl-3-oxoindolin-2-ylidene)methyl) quinoline-6-carbonyl)piperidine-4-carboxylate